2-((1-methyl-1H-pyrazol-5-yl)amino)pyrimidin-4-ol CN1N=CC=C1NC1=NC=CC(=N1)O